FC1=C(C(=C(C(=C1[B-](C1=C(C(=C(C(=C1F)F)F)F)F)(C1=C(C(=C(C(=C1F)F)F)F)F)C1=C(C(=C(C(=C1F)F)F)F)F)F)F)F)F.C(CCCCCCCCCCCCCCCCC)C1=[NH+]C(=CC=C1)CCCCCCCCCCCCCCCCCC 2,6-dioctadecylpyridinium tetrakis(pentafluorophenyl)borate